Decane hydroxide [OH-].CCCCCCCCCC